NC=1C2=C(NC(C1C1=NC3=C(N1)C=C(C(=C3)C(F)(F)F)N3CCN(CC3)C)=O)C=C[Se]2 7-amino-6-(6-(4-methylpiperazin-1-yl)-5-(trifluoromethyl)-1H-benzo[d]imidazol-2-yl)selenopheno[3,2-b]pyridin-5(4H)-one